N-(3-fluoro-2-methoxy-5-(3-(oxetan-3-yl)-1H-pyrazolo[3,4-b]pyridin-5-yl)phenyl)propane-1-sulfonamide FC=1C(=C(C=C(C1)C=1C=C2C(=NC1)NN=C2C2COC2)NS(=O)(=O)CCC)OC